CNCC1CCCC1 N-methyl-1-(cyclopentane-2-yl)methylamine